NC1=NC(=C(C=2N1C(N(N2)CC=2N=COC2)=O)C2=CC(=NC(=C2)C)C(=O)OC)C2=CC=CC=C2 methyl 4-(5-amino-2-(oxazol-4-ylmethyl)-3-oxo-7-phenyl-2,3-dihydro-[1,2,4]triazolo[4,3-c]pyrimidin-8-yl)-6-methylpyridinecarboxylate